2-(3-hydrazino-3-oxo-propyl)-N-[(1R)-1-(1-naphthyl)ethyl]benzamide N(N)C(CCC1=C(C(=O)N[C@H](C)C2=CC=CC3=CC=CC=C23)C=CC=C1)=O